C(C1=CC=CC=C1)S(=O)(=O)N1N=CC=CC1C#N 2-toluenesulfonyl-2,3-dihydropyridazine-3-carbonitrile